(3-chloropyrazin-2-yl)methanamine bis-hydrochloride salt Cl.Cl.ClC=1C(=NC=CN1)CN